2,3,5-triiodo-benzoyl chloride IC1=C(C(=O)Cl)C=C(C=C1I)I